FC1=C(C=CC(=C1)C1=C(N=CS1)C)CNC(OC(C)(C)C)=O tert-butyl (S)-(1-(2-fluoro-4-(4-methylthiazol-5-yl)phenyl)methyl)carbamate